ClC=1C=C2C=CN3C2=C(C2=CC(CN(C2C3)C)C(=O)N(CC)CC)C1 Racemic-2-chloro-N,N-diethyl-8-methyl-7a,8,9,10-tetrahydro-7H-indolo[7,1-fg][1,7]naphthyridine-10-carboxamide